C(C=C)OC=1C=C(C=CC1)NC(C(=O)O)CCC=O ((3-(allyloxy)phenyl)amino)-5-oxopentanoic acid